NC1=NC=2C=C(C=CC2C2=C1N=C(N2CC(C)(O)C)C(C)CCC)CC2=CC(=CC=C2)CCN 1-(4-amino-7-(3-(2-aminoethyl)benzyl)-2-(pentan-2-yl)-1H-imidazo[4,5-c]quinolin-1-yl)-2-methylpropan-2-ol